FC1=CC=2N(C=C1)N=C(N2)N[C@@H]2C[C@H](CC2)NC2=NC=CC=C2C2=CC(=C1C=NC(C1=C2)=O)C(F)(F)F 6-(((1S,3S)-3-((7-fluoro-[1,2,4]triazolo[1,5-a]pyridin-2-yl)amino)cyclopentylamino)pyridin-3-yl)-4-(trifluoromethyl)isoindol-1-one